bromo-7-phenyl-3,4-dihydro-2H-imidazo[1',2':1,6]pyrido[4,3-b][1,4]oxazine BrC1CNC=2C(O1)=CC=1N(C2)C(=CN1)C1=CC=CC=C1